2-fluoroethyl 3-{[(2E)-3-(4-chlorobenzenesulfonyl) prop-2-en-1-yl] carbamoyl}-2-oxo-1,2,5,6,7,8-hexahydro-1,6-naphthyridine-6-carboxylate ClC1=CC=C(C=C1)S(=O)(=O)/C=C/CNC(=O)C=1C(NC=2CCN(CC2C1)C(=O)OCCF)=O